C(C)(C)C1=CC=C(C2CC[C-](C2=C1C)C)C.[Li+] lithium 7-isopropyl-1,4,8-trimethyldihydroazulenide